N-(7-fluoro-4-morpholino-8-(naphthalen-1-yl)quinolin-3-yl)quinoline-4-carboxamide FC1=CC=C2C(=C(C=NC2=C1C1=CC=CC2=CC=CC=C12)NC(=O)C1=CC=NC2=CC=CC=C12)N1CCOCC1